ClC1=C(C=CC=C1)CN1N=C(C=C1C=1C=NN(C1)C)COC(C(=O)OC)(C)C Methyl 2-([1-[(2-chlorophenyl)methyl]-5-(1-methyl-1H-pyrazol-4-yl)-1H-pyrazol-3-yl]methoxy)-2-methylpropanoate